C(CC)C1C(N=CC1)=O 3-propyl-5-pyrrolinone